NC1=C(C(=NN1C1COCCC1)C1=C(C(=C(C=C1)CNC(C1=C(C=CC=C1)OC)=O)F)F)C#N N-[[4-(5-amino-4-cyano-1-tetrahydropyran-3-yl-pyrazol-3-yl)-2,3-difluoro-phenyl]methyl]-2-methoxy-benzamide